C(CCCCCCC\C=C/CCCCCCCC)N(C)CC(=O)[O-] N-oleylsarcosinate